(S)-(8-(2,4-dichlorophenyl)-9-(4-((1-(3-fluoropropyl)pyrrolidin-3-yl)oxy)phenyl)-6,7-dihydro-5H-benzo[7]annulen-3-yl)carbamate ClC1=C(C=CC(=C1)Cl)C=1CCCC2=C(C1C1=CC=C(C=C1)O[C@@H]1CN(CC1)CCCF)C=CC(=C2)NC([O-])=O